2-(2,6-dioxopiperidin-3-yl)-4-(((1-(1-(tetrahydro-2H-pyran-3-carbonyl)piperidin-4-yl)-1H-pyrazol-4-yl)methyl)amino)isoindoline-1,3-dione O=C1NC(CCC1N1C(C2=CC=CC(=C2C1=O)NCC=1C=NN(C1)C1CCN(CC1)C(=O)C1COCCC1)=O)=O